CN(C)CC12CC(C1)(C2)N(C(OC(C)(C)C)=O)C tert-butyl (3-((dimethylamino)methyl)bicyclo[1.1.1]pentan-1-yl)(methyl)carbamate